N-((4r,5s,7r,8r,9s,10r)-8,10-dihydroxy-7-(hydroxymethyl)-9-(4-(3,4,5-trifluorophenyl)-1H-1,2,3-triazol-1-yl)-1,6-dioxaspiro[4.5]dec-4-yl)benzo[b]thiophene-4-carboxamide O[C@H]1[C@H](O[C@@]2([C@@H](CCO2)NC(=O)C2=CC=CC=3SC=CC32)[C@@H]([C@H]1N1N=NC(=C1)C1=CC(=C(C(=C1)F)F)F)O)CO